5-((6-(cyclohexylethynyl)pyridazin-3-yl)oxy)-1H-1,2,3-triazole-4-carboxylic acid C1(CCCCC1)C#CC1=CC=C(N=N1)OC1=C(N=NN1)C(=O)O